6-(biphenyl-4-yl)-2-(9,9-diphenyl-[9H]fluoren-2-yl)-4-(quinolin-8-yl)-pyrimidine C1(=CC=C(C=C1)C1=CC(=NC(=N1)C1=CC=2C(C3=CC=CC=C3C2C=C1)(C1=CC=CC=C1)C1=CC=CC=C1)C=1C=CC=C2C=CC=NC12)C1=CC=CC=C1